Tert-butyl 7-bromo-9-chloro-2H-spiro[benzo[f][1,4]oxazepine-3,1'-cyclopropane]-4(5H)-carboxylate BrC=1C=C(C2=C(CN(C3(CC3)CO2)C(=O)OC(C)(C)C)C1)Cl